FC(C=1C=C(C=C(C1)C(F)(F)F)C=1C=C(C=C(C1)C(F)(F)F)CNC(=O)[C@@H]1N(CCC1)C(=O)OC(C)(C)C)(F)F tert-butyl (2R)-2-[([3-[3,5-bis(trifluoromethyl)phenyl]-5-(trifluoromethyl) phenyl]methyl)carbamoyl]pyrrolidine-1-carboxylate